(S)-5-oxo-N-((S)-1-(3-(2-(trifluoromethyl)pyridin-4-yl)-1,2,4-oxadiazol-5-yl)ethyl)pyrrolidine-2-carboxamide O=C1CC[C@H](N1)C(=O)N[C@@H](C)C1=NC(=NO1)C1=CC(=NC=C1)C(F)(F)F